(E)-N-(4-(8-(6-bromo-4-chloro-1,2-dimethyl-1H-benzo[d]imidazol-5-yl)indolizine-3-carbonyl)-2,6-difluorophenyl)-4-chlorobut-2-enamide BrC=1C(=C(C2=C(N(C(=N2)C)C)C1)Cl)C1=CC=CN2C(=CC=C12)C(=O)C1=CC(=C(C(=C1)F)NC(\C=C\CCl)=O)F